2-[5-bromo-4-(2-trimethylsilylethoxymethyl)-1,2,4-triazol-3-yl]-3,3-dicyclopropyl-N-[4-[3,5-dimethyl-1-(2-trimethylsilylethoxymethyl)pyrazol-4-yl]phenyl]propanamide BrC=1N(C(=NN1)C(C(=O)NC1=CC=C(C=C1)C=1C(=NN(C1C)COCC[Si](C)(C)C)C)C(C1CC1)C1CC1)COCC[Si](C)(C)C